pyrylazole O1C(C=CC=C1)C=1NC=CC1